O1C(=CC2=C1C=CC=C2)C2=CC=C1C(C(COC1=C2)(C)C)NC(O[C@@H]2CN1CCC2CC1)=O (S)-quinuclidin-3-yl (7-(benzofuran-2-yl)-3,3-dimethylchroman-4-yl)carbamate